(6aR,7R,10aS)-7,10a-dimethyl-8-oxo-4-phenyl-2-(pyridin-4-yl)-5,6,6a,7,8,10a-hexahydrobenzo[h]quinazoline-9-carbonitrile C[C@H]1C(C(=C[C@@]2([C@@H]1CCC=1C(=NC(=NC21)C2=CC=NC=C2)C2=CC=CC=C2)C)C#N)=O